N-(t-butoxycarbonyl)-L-2-phenylglycine C(C)(C)(C)OC(=O)N[C@H](C(=O)O)C1=CC=CC=C1